ClC1=CC=NC2=CC=C(C=C12)OC1CCC(CC1)NC(OC(C)(C)C)=O tert-butyl ((1r,4r)-4-((4-chloroquinolin-6-yl)oxy)cyclohexyl)carbamate